FC=1C=C(C(=O)NCCO)C=CC1 3-fluoro-N-(2-hydroxyethyl)benzamide